tert-butyl 4-(1-methyl-1H-imidazol-4-yl)-3,6-dihydropyridine-1(2H)-carboxylate CN1C=NC(=C1)C=1CCN(CC1)C(=O)OC(C)(C)C